COC1=CC=C(COCCCCCC\C=C/CCCCCCCCCC(CC(=O)OC)CCCCCCCCC)C=C1 methyl (Z)-20-((4-methoxybenzyl) oxy)-3-nonyleicosa-13-enoate